C(#N)C(CC1C(NCC1)=O)NC(=O)C1N(C2CC(C1CC2)(F)F)C(=O)C=2NC1=CC=CC(=C1C2)C(F)F N-(1-cyano-2-(2-oxopyrrolidin-3-yl)ethyl)-2-(4-(difluoromethyl)-1H-indole-2-carbonyl)-5,5-difluoro-2-azabicyclo[2.2.2]octane-3-carboxamide